FC=1C(=NC=C(C1)OC)N1C(N(C=2C=NC=3C=C(C(=CC3C21)C=2NN=NC2)OC)C)=O 1-(3-Fluoro-5-methoxy-pyridin-2-yl)-7-methoxy-3-methyl-8-(3H-1,2,3-triazol-4-yl)-1,3-dihydroimidazo-[4,5-c]quinolin-2-one